bis-t-butylamino-trifluoromethyl-silane C(C)(C)(C)N[SiH](C(F)(F)F)NC(C)(C)C